3-(4-((7-(4,4-difluoropiperidin-1-yl)heptyl)amino)phenyl)piperidine-2,6-dione FC1(CCN(CC1)CCCCCCCNC1=CC=C(C=C1)C1C(NC(CC1)=O)=O)F